5-(methoxymethyl)-2-((4-phenoxybenzoyl)glycinyl)-2-azabicyclo[3.1.0]hexane-3-carboxamide COCC12CC(N(C2C1)C(CNC(C1=CC=C(C=C1)OC1=CC=CC=C1)=O)=O)C(=O)N